C(#N)C=1C=C(C(=NC1)C=1CCN(CC1)C(=O)OC(C)(C)C)C tert-Butyl 5-cyano-3-methyl-3',6'-dihydro[2,4'-bipyridine]-1'(2'H)-carboxylate